C(C)(C)(C)OC(=O)N1CC2=C(CC1)N=C(S2)NC2=NC1=C(N2C)C=CC(=C1)C(=O)OCC 2-((5-(ethoxycarbonyl)-1-methyl-1H-benzo[d]imidazol-2-yl)amino)-6,7-dihydrothiazolo[5,4-c]pyridine-5(4H)-carboxylic acid tert-butyl ester